S(N)(OC[C@@H]1[C@H](C[C@@H](C1)NC1=NC=NC=C1C(=O)C=1SC=C(C1)COC1=C(C=CC=C1)OCC)O)(=O)=O [(1R,2S,4R)-4-{[5-({4-[(2-ethoxyphenoxy)methyl]-2-thienyl}carbonyl)pyrimidin-4-yl]amino}-2-hydroxycyclopentyl]methyl sulfamate